N-ethyl-N-(2-hydroxy-3-propylsulfo)m-toluidine C(C)N(C1=CC(=CC=C1)C)S(=O)(=O)OCC(C)O